4-benzoyl-3-chloro-N,N-dimethylbenzamide C(C1=CC=CC=C1)(=O)C1=C(C=C(C(=O)N(C)C)C=C1)Cl